OCC1N(CCN(C1)C)C1=C(C=C(C=C1)[N+](=O)[O-])CO (2-(2-hydroxymethyl-4-methylpiperazin-1-yl)-5-nitrophenyl)methanol